FC=1C(=C(C2=C(OC[C@@H]([C@@H](CC3(CC3)S(N2)(=O)=O)O)O)C1)NC1=C(C=C(C=C1)I)F)F (5R,6S)-10,11-DIFLUORO-12-((2-FLUORO-4-IODOPHENYL)AMINO)-5,6-DIHYDROXY-4,5,6,7-TETRAHYDRO-1H-SPIRO[BENZO[B][1,5,4]OXATHIAZECINE-3,1'-CYCLOPROPANE] 2,2-DIOXIDE